(S)-N-(8-bromo-5,6-dichloro-2,3-dihydro-1H-pyrrolo[1,2-a]indol-1-yl)acetamide BrC=1C=2C=C3N(C2C(=C(C1)Cl)Cl)CC[C@@H]3NC(C)=O